FC(C)(C)C1=CC=C(C=N1)[C@@H]1COC2=C(O1)C(=CC(=C2)CN2C=NC=1C2=NC=CC1)OC (R)-3-((2-(6-(2-fluoropropan-2-yl)pyridin-3-yl)-8-methoxy-2,3-dihydrobenzo[b][1,4]dioxin-6-yl)methyl)-3H-imidazo[4,5-b]pyridine